NC=1C2=C(N=CN1)N(C(=C2C2=CC=C(C=C2)OC2=CC=CC=C2)C#CC2CN(C2)C(\C=C\CN2CC(C2)O)=O)C (E)-1-(3-((4-amino-7-methyl-5-(4-phenoxyphenyl)-7H-pyrrolo[2,3-d]pyrimidin-6-yl)ethynyl)azetidin-1-yl)-4-(3-hydroxyazetidin-1-yl)but-2-en-1-one